(6-(2-aminoethyl)pyridin-2-yl)methanol tin [Sn].NCCC1=CC=CC(=N1)CO